OC=1C=CC=C2C=C(OC(C12)=O)C1=CC(=C(C=C1)OC)O 8-Hydroxy-3-(3-hydroxy-4-methoxyphenyl)isochromen-1-one